O=C1NC(CCC1N1C(C2=CC=C(C=C2C1)CCCC(=O)N1CCN(CC1)C1CCN(CC1)C=1C(=CC2=C(C(C=3NC4=CC(=CC=C4C3C2=O)C#N)(C)C)C1)CC)=O)=O 8-(4-(4-(4-(2-(2,6-dioxopiperidin-3-yl)-1-oxoisoindolin-5-yl)butyryl)piperazin-1-yl)piperidin-1-yl)-9-ethyl-6,6-dimethyl-11-oxo-6,11-dihydro-5H-benzo[b]carbazole-3-carbonitrile